[N+](=O)([O-])C=1C=CC(=C(C1)S(=O)(=O)N)N1N=NC(=C1)C(F)(F)F 5-Nitro-2-[4-(trifluoromethyl)-1H-1,2,3-triazol-1-yl]Benzenesulfonamide